C(CCCC)NC(=O)C1=CC=CC(=N1)C(=O)N N6-pentyl-pyridine-2,6-dicarboxamide